C(C)(C)N1C(C=CC(=C1)C1=NC(=NC=C1)NC1CCN(CC1)S(=O)(=O)C)=O 1-isopropyl-5-(2-((1-(methylsulfonyl)piperidin-4-yl)amino)pyrimidin-4-yl)pyridin-2(1H)-one